FC1=NC=CC(=C1)C=1C(=NC2=CC=CN=C2C1)N (2-fluoro-4-pyridinyl)-1,5-naphthyridin-2-amine